5-chloro-1'-(2-{7-fluoro-1-methyl-2-[(cis)-3-hydroxy-3-methylcyclobutyl]-1H-1,3-benzimidazol-5-yloxy}ethyl)spiro[indoline-3,4'-piperidin]-2-one ClC=1C=C2C(=CC1)NC(C21CCN(CC1)CCOC1=CC2=C(N(C(=N2)C2CC(C2)(C)O)C)C(=C1)F)=O